COC1CCC(CC1)[C@@H](C)N1C(=C(C2=CC=CC=C12)C(=O)NC([2H])([2H])C=1C(NC(=CC1SC)C)=O)C 1-((1R)-1-(4-Methoxycyclohexyl)ethyl)-2-methyl-N-((6-methyl-4-(methylthio)-2-oxo-1,2-dihydropyridin-3-yl)methyl-d2)-1H-indole-3-carboxamide